C(C1=C(C=CC=C1)N)C1=C(C=CC=C1)N Methylendiphenylendiamin